FC1=CC(=C(OC=2C(=NC=NC2)N2CC3(CN(C3)CC3(CCCCC3)O)C2)C=C1)C1=CC(=NN1C(C)C)C(F)(F)F 1-((6-(5-(4-fluoro-2-(1-isopropyl-3-(trifluoromethyl)-1H-pyrazol-5-yl)phenoxy)pyrimidin-4-yl)-2,6-diazaspiro[3.3]Heptan-2-yl)methyl)cyclohexan-1-ol